N-[(1R,3S)-3-{[6-methyl-2-(trifluoromethyl)quinolin-4-yl]amino}cyclohexyl]-1,3-benzothiazole-7-carboxamide CC=1C=C2C(=CC(=NC2=CC1)C(F)(F)F)N[C@@H]1C[C@@H](CCC1)NC(=O)C1=CC=CC=2N=CSC21